BrC1=C(O[C@@]2(C[C@H](N(C2)C(=O)OC(C)(C)C)C(N)=O)C(N)=O)C=CC(=C1)F t-butyl (2S,4R)-4-(2-bromo-4-fluorophenoxy)-2,4-dicarbamoylpyrrolidine-1-carboxylate